1-hydroxycyclopropane-1-carboxylic acid OC1(CC1)C(=O)O